dimethyl 2-(5-bromo-4-ethoxycarbonyl-2-nitro-phenyl)propanedioate BrC=1C(=CC(=C(C1)C(C(=O)OC)C(=O)OC)[N+](=O)[O-])C(=O)OCC